ClC1=CC(=C(C=C1)C=1C=C2C(=NN(C2=CC1)C(C1=CC=CC=C1)(C1=CC=CC=C1)C1=CC=CC=C1)NC(=O)[C@H]1CN(CCC1)C(=O)OC(C)(C)C)C(F)(F)F tert-Butyl (3R)-3-({5-[4-chloro-2-(trifluoromethyl)phenyl]-1-trityl-1H-indazol-3-yl}carbamoyl)piperidine-1-carboxylate